N-(3-chloro-5-(methylsulfonyl)phenyl)-1-(5-ethoxypyridin-2-yl)-5-methyl-1H-pyrrole-3-carboxamide ClC=1C=C(C=C(C1)S(=O)(=O)C)NC(=O)C1=CN(C(=C1)C)C1=NC=C(C=C1)OCC